Benzocycloundec-8-ene C1=CC=CC2=C1CCCCC=CCCC2